C(CCCCCCCC)(=O)OC(CCCCCCCC)=O nonanoic anhydride